C[SiH](OC)OC methyldi-methoxysilan